tert-Butyl 6-(chloromethyl)-4,4-difluoro-1,3-dihydroisoquinoline-2-carboxylate ClCC=1C=C2C(CN(CC2=CC1)C(=O)OC(C)(C)C)(F)F